2-[methyl-(phenyl)amino]-5,6,7,8-tetrahydroquinolin-5-one CN(C1=NC=2CCCC(C2C=C1)=O)C1=CC=CC=C1